deoxythymidine diphosphate P(O)(=O)(OP(=O)(O)O)OC[C@@H]1[C@H](C[C@@H](O1)N1C(=O)NC(=O)C(C)=C1)O